4-{1-[(4-benzyl-1,4-oxazepan-2-yl)methyl]piperidin-4-yl}aniline C(C1=CC=CC=C1)N1CC(OCCC1)CN1CCC(CC1)C1=CC=C(N)C=C1